N-cyclohexyl-N-ethynyl-1,1,1-trifluoromethylmethanesulfonamide C1(CCCCC1)N(S(=O)(=O)C(CF)(CF)CF)C#C